tetracos-16-enoic acid C(CCCCCCCCCCCCCCC=CCCCCCCC)(=O)O